bis(4-fluorophenyl) thiosulfate bis(4-chlorophenyl)thiosulfate ClC1=CC=C(C=C1)OS(=S)(=O)OC1=CC=C(C=C1)Cl.S(=S)(=O)(OC1=CC=C(C=C1)F)OC1=CC=C(C=C1)F